COC(OC)(OC)N1C(NC2C1=NC(N2)=O)=O tri-methoxymethyl-tetrahydro-imidazo[4,5-d]imidazole-2,5-dione